N-(3-(((7-(1H-Pyrazol-4-yl)-2,3-dihydrofuro[3,2-c]pyridin-4-yl)amino)methyl)phenyl)-1,2,3,4-tetrahydroisochinolin-6-carboxamid N1N=CC(=C1)C=1C2=C(C(=NC1)NCC=1C=C(C=CC1)NC(=O)C=1C=C3CCNCC3=CC1)CCO2